5-[(dimethylamino)methyl]-N-(5-fluoro-1-methyl-1H-1,3-benzodiazol-2-yl)-1,3-benzoxazol-2-amine CN(C)CC=1C=CC2=C(N=C(O2)NC2=NC3=C(N2C)C=CC(=C3)F)C1